tert-butyl 4-(6-(5-((tert-butoxycarbonyl)(methyl)amino)-pyrazolo[1,5-a]pyridin-3-yl)pyridin-2-yl)piperazine-1-carboxylate C(C)(C)(C)OC(=O)N(C1=CC=2N(C=C1)N=CC2C2=CC=CC(=N2)N2CCN(CC2)C(=O)OC(C)(C)C)C